5-[cis-2-cyclopropyl-4-hydroxypiperidin-1-yl]-2'-ethoxy-[2,3'-bipyridine]-6-carboxylic acid C1(CC1)[C@@H]1N(CC[C@@H](C1)O)C=1C=CC(=NC1C(=O)O)C=1C(=NC=CC1)OCC